ethyl 8-fluoro-2-[(2-methoxyethylamino)methyl]-3,5,6,7-tetrahydrocyclopenta[f]benzimidazole-6-carboxylate FC1=C2C(=CC3=C1N=C(N3)CNCCOC)CC(C2)C(=O)OCC